6-bromo-3-methylquinazolin BrC1=CC2=CN(CN=C2C=C1)C